7-{1-[1-(2-fluorophenyl)-1H-1,2,3-triazol-4-yl]ethyl}-5-[4-(methylsulfanyl)phenyl]-7H-pyrrolo[2,3-d]pyrimidin-4-amine FC1=C(C=CC=C1)N1N=NC(=C1)C(C)N1C=C(C2=C1N=CN=C2N)C2=CC=C(C=C2)SC